2-aza-spiro[4.5]-1-decene C1=NCCC12CCCCC2